2,4-diamino-1-(2-hydroxyethyloxy)benzene NC1=C(C=CC(=C1)N)OCCO